BrC(C(=O)OC)C(=O)C1=CC=C(C=C1)OC1=CC=C(C=C1)F methyl 2-bromo-3-(4-(4-fluorophenoxy) phenyl)-3-oxopropanoate